OCCNC1=C(C)C(=CC=C1)NCCO 2,6-bis(2-hydroxyethylamino)toluene